COC=1C=C(OC=2SC=3N=C4N(C(C3N2)=O)CCC4)C=CC1 2-(3-methoxyphenoxy)-6,7-dihydropyrrolo[1,2-a]thiazolo[5,4-d]pyrimidine-9(5H)-one